(E)-2,4-difluoro-N-(2-methoxy-5-(4-((1-(4-oxopent-2-enoyl)piperidin-4-yl)amino)quinazolin-6-yl)pyridin-3-yl)benzenesulfonamide FC1=C(C=CC(=C1)F)S(=O)(=O)NC=1C(=NC=C(C1)C=1C=C2C(=NC=NC2=CC1)NC1CCN(CC1)C(\C=C\C(C)=O)=O)OC